C1(CCCCCC1)N1C(=NC2=C1C=CC=C2)NC2=CC=C(C(=O)NO)C=C2 4-(1-cycloheptyl-1H-benzo[d]imidazol-2-ylamino)-N-hydroxybenzamide